(5'S,7a'R)-1-(benzenecarbonyl)-5'-(3-fluoro-4-methylphenyl)tetrahydro-3'H-spiro[piperidine-4,2'-pyrrolo[2,1-b][1,3]oxazol]-3'-one C1(=CC=CC=C1)C(=O)N1CCC2(C(N3[C@H](O2)CC[C@H]3C3=CC(=C(C=C3)C)F)=O)CC1